C1(CCCCC1)NC(OC1=CC(=C(C=C1)F)C=1C=NC=C(C1)C=1OC=NN1)=O 3-(5-(1,3,4-oxadiazol-2-yl)pyridin-3-yl)-4-fluorophenyl cyclohexylcarbamate